2-((1H-pyrazol-3-yl)methyl)-6-((5-chloro-1H-pyrazol-3-yl)methyl)-4-methyl-4,6-dihydro-5H-thiazolo[5',4':4,5]pyrrolo[2,3-d]pyridazin-5-one N1N=C(C=C1)CC=1SC2=C(N(C=3C(N(N=CC32)CC3=NNC(=C3)Cl)=O)C)N1